C12CC(CC(CCC1)N2)N(C=2SC1=C(C=NC(=C1)C1=CC3=CN(N=C3C=C1)C)N2)C N-(9-Azabicyclo[3.3.1]non-3-yl)-N-methyl-6-(2-methyl-2H-indazol-5-yl)[1,3]thiazolo[4,5-c]pyridin-2-amin